CC1=CC=C(C=C1)S(=O)(=O)OCCS(F)(F)(F)(F)F 2-(pentafluoro-λ6-sulfanyl)ethyl 4-methylbenzenesulfonate